CN1C(=CC=2C=NC(=CC21)NC2CCOCC2)C2=NC(=NC=C2)N(CC(F)(F)F)C 1-methyl-2-(2-(methyl(2,2,2-trifluoroethyl)amino)pyrimidin-4-yl)-N-(tetrahydro-2H-pyran-4-yl)-1H-pyrrolo[3,2-c]pyridin-6-amine